CC1=C(C(NC(N1)=S)=O)CCC 6-methyl-5-n-propyl-2-thiouracil